ethyl O-(2-mesitylenesulfonyl)acethydroxamate CCO/C(=N/OS(=O)(=O)C1=C(C=C(C=C1C)C)C)/C